N-(3-oxo-isoindolin-4-yl)acrylamide O=C1NCC2=CC=CC(=C12)NC(C=C)=O